2,6,6-trimethyl-4,7-dihydropyrazolo[5,1-c][1,4]oxazin CC1=NN2C(COC(C2)(C)C)=C1